C1(=CC=CC=C1)C(C)(C)C1=C(C=C(C=C1)O)O 4-[2-phenylpropane-2-yl]benzene-1,3-diol